bis(3-nitrophenyl)iodonium bromide [Br-].[N+](=O)([O-])C=1C=C(C=CC1)[I+]C1=CC(=CC=C1)[N+](=O)[O-]